6-Chloro-3-[[(1R)-1-[3,6-dimethyl-2-(1-methylpyrazol-4-yl)-4-oxo-chromen-8-yl]ethyl]amino]pyridine-2-carbonitrile ClC1=CC=C(C(=N1)C#N)N[C@H](C)C=1C=C(C=C2C(C(=C(OC12)C=1C=NN(C1)C)C)=O)C